NC=1C(NC2=CC(=C(N=C2C1C1=C2C=NNC2=C(C=C1)F)OCC12CC(C1)C2)C)=O 3-Amino-6-(1-bicyclo[1.1.1]pentanylmethoxy)-4-(7-fluoro-1H-indazol-4-yl)-7-methyl-1H-1,5-naphthyridin-2-one